tert-butyl 8-(2-(2-(3,4-dichlorophenyl)-2,2-difluoroacetyl)hydrazine-1-carbonyl)-6-(2,4-dimethylthiazole-5-carbonyl)-2,6-diazaspiro[3.4]octane-2-carboxylate ClC=1C=C(C=CC1Cl)C(C(=O)NNC(=O)C1CN(CC12CN(C2)C(=O)OC(C)(C)C)C(=O)C2=C(N=C(S2)C)C)(F)F